C(C)(C)(C)OCCCCCCC1=C(C(C2=CC=CC(=C12)C1=CC=C(C=C1)C(C)(C)C)[SiH](CCC)CC1C(=CC2=C(C=CC=C12)C1=CC=C(C=C1)C(C)(C)C)C(C)C)C (3-(6-(tert-butoxy)hexyl)-4-(4-(tert-butyl)phenyl)-2-methyl-1H-inden-1-yl)(4-(4-(tert-butyl)phenyl)-2-isopropyl-1H-inden-1-yl)methylpropylsilane